C(#N)C1=CC=C(C=C1)[S@](=O)OCC Ethyl (R)-4-cyanobenzenesulfinate